N-[1-(4-{[(2-chlorophenyl)acetyl]amino}-2-sulfamoylphenyl)-1H-pyrazol-4-yl]-3,3,3-trifluoro-2-Methylpropanamide ClC1=C(C=CC=C1)CC(=O)NC1=CC(=C(C=C1)N1N=CC(=C1)NC(C(C(F)(F)F)C)=O)S(N)(=O)=O